2-(4-isopropyl-5-(8-methyl-[1,2,4]triazolo[1,5-a]pyridin-6-yl)-1H-pyrazol-3-yl)-5-methyl-4,5,6,7-tetrahydrothiazolo[5,4-c]pyridine C(C)(C)C=1C(=NNC1C=1C=C(C=2N(C1)N=CN2)C)C=2SC=1CN(CCC1N2)C